4-(6-bromo-7-methoxy-imidazo[1,2-a]pyridin-2-yl)-2-methyl-butan-2-ol BrC=1C(=CC=2N(C1)C=C(N2)CCC(C)(O)C)OC